lysyl-4-aminobenzoic acid N[C@@H](CCCCN)C(=O)C1=C(C(=O)O)C=CC(=C1)N